(S)-2-(5-(1-(2,5-dimethylphenyl)-2,3-dihydro-1H-benzo[d]pyrrolo[1,2-a]imidazol-7-yl)pyrimidin-2-yl)propan-2-ol CC1=C(C=C(C=C1)C)[C@@H]1CCC=2N1C1=C(N2)C=CC(=C1)C=1C=NC(=NC1)C(C)(C)O